N-Benzyl-2-(1-((1r,4r)-4-(cyanomethyl)cyclohexyl)-1,6-dihydroimidazo[4,5-d]pyrrolo[2,3-b]pyridin-2-yl)acetamide C(C1=CC=CC=C1)NC(CC1=NC=2C(=C3C(=NC2)NC=C3)N1C1CCC(CC1)CC#N)=O